ClC=1C=C(C=CC1Cl)C=1N(C(=C(C(C1C(=O)O)=O)C1=CC=C(C=C1)S(=O)(=O)C)C)CC 2-(3,4-dichlorophenyl)-1-ethyl-6-methyl-5-(4-methylsulfonylphenyl)-4-oxo-pyridine-3-carboxylic acid